tert-butyl N-[(1S)-2-hydroxy-2-methyl-1-(4-prop-1-ynylphenyl)propyl]carbamate OC([C@H](C1=CC=C(C=C1)C#CC)NC(OC(C)(C)C)=O)(C)C